tertbutyl (S)-(1-(1-(2,6-dioxopiperidin-3-yl)indolin-4-yl)azetidin-3-yl)(methyl)carbamate O=C1NC(CC[C@@H]1N1CCC2=C(C=CC=C12)N1CC(C1)N(C(OC(C)(C)C)=O)C)=O